C(CCC)OC1=C(C=CC(=C1)OCCCC)C1=NC=NC=N1 6-(2,4-di-n-butoxyphenyl)-s-triazine